C1(=CC=CC=C1)N(C1=CC=C(C=C1)CO)C1=CC=CC=C1 [4-(diphenylamino)phenyl]methanol